2,2-bis(3-(methanesulfonylamino)-4-hydroxyphenyl)hexafluoropropane tert-Butyl-(R)-4-(((5-(3-oxido-2H-benzo[d][1,3]oxathiol-6-yl)pyrimidin-2-yl)oxy)methyl)piperidine-1-carboxylate C(C)(C)(C)OC(=O)N1CCC(CC1)COC1=NC=C(C=N1)C1=CC2=C([S@](CO2)=O)C=C1.CS(=O)(=O)NC=1C=C(C=CC1O)C(C(F)(F)F)(C(F)(F)F)C1=CC(=C(C=C1)O)NS(=O)(=O)C